(R)-1-(o-methylphenyl)ethylamine CC1=C(C=CC=C1)[C@@H](C)N